8-methoxy-N-(prop-2-yl)-1-[trans-4-(pyridin-2-yloxy)cyclohexyl]-5,6-dihydro-4H-[1,2,4]triazolo[4,3-a][1]benzazepin-5-amine COC=1C=CC2=C(CC(CC=3N2C(=NN3)[C@@H]3CC[C@H](CC3)OC3=NC=CC=C3)NC(C)C)C1